N,N'-bis(2-pyridinylmethyl)-N'-(5,6,7,8-tetrahydro-8-quinolinyl)-1,4-benzenedimethanamine N1=C(C=CC=C1)CNCC1=CC=C(C=C1)CN(C1CCCC=2C=CC=NC12)CC1=NC=CC=C1